N-(3-cyclopropyl-1-(4-(1,1-difluoroethyl)-6-methylpyrimidin-2-yl)-1H-pyrazolo[4,3-c]pyridin-6-yl)acetamide C1(CC1)C1=NN(C2=C1C=NC(=C2)NC(C)=O)C2=NC(=CC(=N2)C(C)(F)F)C